C(C)(C)(C)OC(=O)N[C@H](C(=O)NC=1C=C(C=C(C1)C)CCCCCC(=O)OC)CCC(N)=O Methyl 6-[3-[(2S)-2-[(tert-butoxycarbonyl)amino]-4-carbamoylbutanamido]-5-methylphenyl]hexanoate